deca-9-yl acrylate C(C=C)(=O)OC(CCCCCCCC)C